[O-2].[O-2].[Ti+4].[In+3] Indium Titanium Dioxide